CS(=O)(=O)OCCCOC[C@@]12C[C@H](N([C@H]2C1)C(=O)OC(C)(C)C)C(=O)OCC1=CC=CC=C1 3-benzyl 2-(tert-butyl) (1S,3S,5R)-5-((3-((methylsulfonyl)oxy)propoxy)methyl)-2-azabicyclo[3.1.0]hexane-2,3-dicarboxylate